O1CCN(CC1)N1CCCCC1 morpholino-piperidine